((1R,4R,6R)-6-(4-((2-fluoro-3-methyl-4-((1-methyl-1H-benzo[d]imidazol-5-yl)oxy)phenyl)amino)pyrido[3,2-d]pyrimidin-6-yl)-2-azabicyclo[2.2.1]heptan-2-yl)prop-2-en-1-one FC1=C(C=CC(=C1C)OC1=CC2=C(N(C=N2)C)C=C1)NC=1C2=C(N=CN1)C=CC(=N2)[C@@H]2C[C@H]1CN([C@@H]2C1)C(C=C)=O